FC(S(=O)(=O)C=1N=C2N(N1)[C@@H](C[C@@H]2F)C2=CC(=C(C=C2)F)F)F (5s,7s)-2-(difluoromethylsulfonyl)-5-(3,4-difluorophenyl)-7-fluoro-6,7-dihydro-5H-pyrrolo[1,2-b][1,2,4]triazole